NC=1C(NC(N(N1)C1=CC(=C(C(=C1)Cl)OC=1C=CC(N2[C@@H](CCC12)C)=O)Cl)=O)=O (R)-6-amino-2-(3,5-dichloro-4-((3-methyl-5-oxo-1,2,3,5-tetrahydroindolizin-8-yl)oxy)phenyl)-1,2,4-triazine-3,5(2H,4H)-dione